(1S,4s)-4-(8-(3-chloro-2,6-difluorophenylamino)-2-((1R,3S)-3-hydroxycyclohexylamino)-9H-purin-9-yl)cyclohexanecarboxamide ClC=1C(=C(C(=CC1)F)NC=1N(C2=NC(=NC=C2N1)N[C@H]1C[C@H](CCC1)O)C1CCC(CC1)C(=O)N)F